2-(Cyclopentylmethyl)-5-(2-(5,6-dihydro-[1,2,4]triazolo[4,3-a]pyrazin-7(8H)-yl)pyridin-3-yl)oxazol C1(CCCC1)CC=1OC(=CN1)C=1C(=NC=CC1)N1CC=2N(CC1)C=NN2